methyl-tris(methylbutynyloxy)silane C[Si](OC#CC(C)C)(OC#CC(C)C)OC#CC(C)C